FC1CNC(C=2C=CC=NC12)C 8-fluoro-5-methyl-5,6,7,8-tetrahydro-1,6-naphthyridine